COC(C1CC2(C1)CCN(CC2)C2=CC=C(C=C2)[C@@H]2[C@@H](CCC1=CC(=CC=C21)OCOCCOC)CC(C)C)OC 2-(dimethoxymethyl)-7-(4-((1S,2S)-2-isobutyl-6-((2-methoxyethoxy)methoxy)-1,2,3,4-tetrahydronaphthalen-1-yl)phenyl)-7-azaspiro[3.5]nonane